14-(4-methoxyphenyl)-6,7-dihydropyrido[2',1':3,4]pyrazino[1,2-a]quinoline-5,8-diium bis(hexafluorophosphate) F[P-](F)(F)(F)(F)F.F[P-](F)(F)(F)(F)F.COC1=CC=C(C=C1)C1=CC2=[N+](C3=CC=CC=C13)CC[N+]1=C2C=CC=C1